CN(C)CC1=C(C=NC(=C1)C#C)C1=C(C2=C(N=CN=C2N)N1C)C1=CC(=C(C=C1)OC1=NC=CC(=N1)C)F 6-(4-((dimethylamino)methyl)-6-ethynylpyridin-3-yl)-5-(3-fluoro-4-((4-methylpyrimidin-2-yl)oxy)phenyl)-7-methyl-7H-pyrrolo[2,3-d]pyrimidin-4-amine